FC1=C(CC=2C=C(C=CC2)[C@H](CC(=O)O)NC(=O)NC=2C(N(C=CC2O)C)=O)C=CC=C1 (S)-3-(3-(2-fluorobenzyl)phenyl)-3-(3-(4-hydroxy-1-methyl-2-oxo-1,2-dihydropyridin-3-yl)ureido)propanoic acid